C1(=CC=CC=C1)S(=O)(=O)NC=1C=C(C=CC1)C#C[C@@H](CCOC1=C(C=CC=C1)CCC(=O)O)O 3-[2-[(3R)-5-[3-(Benzenesulfonamido)phenyl]-3-hydroxypent-4-ynoxy]phenyl]propanoic acid